1,2-cyclohexanedicarboxylic acid, 1,2-bis[2-oxo-1,3-oxathiolan-5-yl] ester C1(C(CCCC1)C(=O)OC1CSC(O1)=O)C(=O)OC1CSC(O1)=O